NC1(CCC1)C1=CC=C(C=C1)N1C(=NC=2C1=NC(=CC2)C=2C=C(CCNC(CCNC1=C3C(N(C(C3=CC=C1)=O)C1C(NC(CC1)=O)=O)=O)=O)C=CC2)C=2C(=NC=CC2)N N1-(3-(3-(4-(1-aminocyclobutyl)phenyl)-2-(2-aminopyridin-3-yl)-3H-imidazo[4,5-b]pyridin-5-yl)phenethyl)-3-((2-(2,6-dioxopiperidin-3-yl)-1,3-dioxoisoindolin-4-yl)amino)propanamide